N1(CCCCC1)CCO 2-(1-piperidinyl)ethanol